N-[3-(methoxydimethylsilyl)propyl]-N',N',N''-trimethylguanidine CO[Si](CCCNC(=NC)N(C)C)(C)C